azaserin N[C@@H](COC(=O)C=[N+]=[N-])C(=O)O